C(CCC)C1=CC=C(C=C1)NC1=CC=C(C=2C(C3=C(C=CC(=C3C(C12)=O)O)O)=O)NC1=CC=C(C=C1)CCCC 1,4-bis[(4-butylphenyl)amino]-5,8-dihydroxy-anthracene-9,10-dione